NC1=C(C=C(N=N1)C1=C(C=CC=C1)O)C=1C=NN(C1)CC1CCNCC1 2-[6-amino-5-[1-(4-piperidylmethyl)pyrazol-4-yl]pyridazin-3-yl]phenol